C(C)[C@]1(C(OCC=2C(N3CC=4N5C6=C(C=C(C=C6C(C4C3=CC21)=O)F)[C@@H](CC5)F)=O)=O)O (3R,9S)-9-ethyl-3,5-difluoro-9-hydroxy-2,3,12,15-tetrahydro-1H,7H,13H-pyrano[3',4':6,7]indolizino[2,1-b]pyrido[3,2,1-ij]quinoline-7,10,13(9H)-trione